FC(C1=C(C(=O)N2CC=3NC4=CC=CC=C4C3CC2)C=CC=C1)(F)F 2-(2-trifluoromethylbenzoyl)-2,3,4,9-tetrahydro-1H-β-carboline